6-(2,5-dimethoxy-benzyl)-5-methyl-pyrido[2,3-d]pyrimidine-2,4-diamine COC1=C(CC2=C(C3=C(N=C(N=C3N)N)N=C2)C)C=C(C=C1)OC